CC1=C(C=C(C=C1)NC(C1=CC(=NC=C1)C(F)(F)F)=O)C1=CC(=NC(=C1)OCCOC1OCCCC1)N1CCOCC1 N-(4-methyl-3-(2-morpholino-6-(2-((tetrahydro-2H-pyran-2-yl)oxy)ethoxy)pyridin-4-yl)phenyl)-2-(trifluoromethyl)isonicotinamide